phospho-L-tyrosine disodium salt [Na+].[Na+].P(=O)(O)(O)OC1=CC=C(C[C@H](N)C(=O)[O-])C=C1.P(=O)(O)(O)OC1=CC=C(C[C@H](N)C(=O)[O-])C=C1